BrC1=NN(C=2N(C([C@@H]([C@@H](C21)C2=CC=C(C=C2)F)NC(C2=CC(=CC=C2)C(F)(F)F)=O)=O)CC)C2=CC=CC=C2 |r| rac-N-((4R,5R)-3-bromo-7-ethyl-4-(4-fluorophenyl)-6-oxo-1-phenyl-4,5,6,7-tetrahydro-1H-pyrazolo[3,4-b]pyridin-5-yl)-3-(trifluoromethyl)benzamide